C1(=CC=CC=C1)SC1=CN=C(N=N1)N1CCC2(CC1)[C@@H](C1=CC=CC=C1C2)N (S)-1'-(6-(phenylsulfanyl)-1,2,4-triazin-3-yl)-1,3-dihydrospiro[indene-2,4'-piperidin]-1-amine